(3aS,7aS)-2-(5-Cyclohexylthiazol-2-yl)-3-oxooctahydro-5H-pyrrolo[3,4-c]pyridin C1(CCCCC1)C1=CN=C(S1)N1C([C@@H]2CNCC[C@@H]2C1)=O